methyl 4-trifluoromethyl-3-hydroxybenzoate FC(C1=C(C=C(C(=O)OC)C=C1)O)(F)F